CC1(OB(OC1(C)C)C=1C=CC2=C(N=C(S2)C2CN(C(C2)(C)C)C)C1)C 5-(4,4,5,5-tetramethyl-1,3,2-dioxaborolan-2-yl)-2-(1,5,5-trimethylpyrrolidin-3-yl)benzo[d]thiazole